C1(=CC=CC=C1)NC(=O)C1=CC=C(O1)C1=CC=C(OC2CCN(CC2)C(=O)OC(C)(C)C)C=C1 tert-Butyl 4-(4-(5-(Phenylcarbamoyl)furan-2-yl)phenoxy)piperidine-1-carboxylate